COC(C1=C(C=C(C(=C1)F)C1=CC=CC=2CN(COC21)C(C2=C(C=C(C=C2Cl)F)Cl)=O)Br)=O 2-bromo-4-[3-(2,6-dichloro-4-fluorobenzoyl)-2,4-dihydro-1,3-benzoxazin-8-yl]-5-fluorobenzoic acid methyl ester